carboxyl-titanium dioxide [O-2].[O-2].C(=O)(O)[Ti+4]